2-((S)-4-((R)-4-chloro-2'-((1-methyl-1H-imidazol-2-yl)methoxy)-2,3,5',8'-tetrahydro-6'H-spiro[inden-1,7'-quinazoline]-4'-yl)-1-(2-fluoroacryloyl)piperazin-2-yl)acetonitrile ClC1=C2CC[C@@]3(CCC=4C(=NC(=NC4C3)OCC=3N(C=CN3)C)N3C[C@@H](N(CC3)C(C(=C)F)=O)CC#N)C2=CC=C1